2-(4-BROMO-2-IODO-5-METHOXY-PHENYL)OXAZOLE-5-CARBALDEHYDE Selenium [Se].BrC1=CC(=C(C=C1OC)C=1OC(=CN1)C=O)I